(Z)-N'-hydroxy-3-phenyl-3-azabicyclo[3.1.0]hexane-6-carboxamidine O\N=C(/N)\C1C2CN(CC12)C1=CC=CC=C1